3-chloro-2-piperazin-1-yl-6-(1-piperidinyl)quinoline hydrochloride Cl.ClC=1C(=NC2=CC=C(C=C2C1)N1CCCCC1)N1CCNCC1